FC(C(=O)O)(F)F.C1(=CC=C(C=C1)NC(C1=CC(=CC=C1)C(CC#N)N1N=CC(=C1)C=1C2=C(N=CN1)NC=C2)=O)C2=CC=CC=C2 N-biphenyl-4-yl-3-{2-cyano-1-[4-(7H-pyrrolo[2,3-d]pyrimidin-4-yl)-1H-pyrazol-1-yl]ethyl}benzamide trifluoroacetate